[N+](=O)([O-])C1=CC2=C(N=C(S2)NCC(=O)NCCCCCC)C=C1 2-[(6-nitro-2-benzo[d]thiazolyl)amino]-N-hexylacetamide